2-(2-(4-(tert-butyl)phenyl)-2-hydroxyethyl)isoindoline-1,3-dione C(C)(C)(C)C1=CC=C(C=C1)C(CN1C(C2=CC=CC=C2C1=O)=O)O